CC1(OCCC(C1)N)C 2,2-Dimethyloxan-4-amine